C12CN(CC(CC1)O2)C2CCN(CC2)C2=C(C=C(C(=C2)OC)NC2=NC=NC(=C2)N2OCC[C@@H]2C2=C(C=CC(=C2)F)F)NC(C=C)=O N-(2-(4-(8-oxa-3-azabicyclo[3.2.1]octan-3-yl)piperidine-1-yl)-5-((6-((R)-3-(2,5-difluorophenyl)-isoxazolidine-2-yl)pyrimidine-4-yl)amino)-4-methoxyphenyl)acrylamide